C(C)O[Si](CC[SiH2]O[SiH3])(OCC)OCC [2'-(triethoxysilyl)ethyl]-disiloxane